CSC1=CC=C2NC=C(CCN(C)C)C2=C1 5-methylthio-N,N-dimethyltryptamine